CNC1=C(C=NN1C1CCOCC1)C(=O)O 5-(methylamino)-1-tetrahydropyran-4-Yl-pyrazole-4-carboxylic acid